C(#N)CC1[NH+](C=CCN1C)C 2-cyanomethyl-1,3-dimethyl-1,4-dihydropyrimidinium